C1(CCC1)N1N=C(C=C1)C1=C(C=CC(=C1)C1=NN=C(N1)C)C(=O)N1CCC(CC1)(F)F [2-(1-cyclobutylpyrazol-3-yl)-4-(5-methyl-4H-1,2,4-triazol-3-yl)phenyl]-(4,4-difluoropiperidin-1-yl)methanone